C1C=CC2=CC=3C=CCC3C=C12 1,7-dihydro-s-indacene